FCC(C(CC(=O)O)NC([C@H](CC)N1C(C2=CC=C(C=C2C1)N1CC=2N(CC1)C=C(N2)C(F)(F)F)=O)=O)=O 5-fluoro-4-oxo-3-((S)-2-(1-oxo-5-(2-(trifluoromethyl)-5,6-dihydroimidazo[1,2-a]pyrazin-7(8H)-yl)isoindolin-2-yl)butanamido)pentanoic acid